C1(=CC=CC=C1)C=1C2=CC=CC=C2C(=C2C=CC(=CC12)N(C1=CC=C(C=C1)N(C1=CC=CC=C1)C1=CC=CC=C1)C1=CC=CC=C1)C1=CC=CC=C1 (9,10-diphenyl-2-anthryl)-N,N',N'-triphenyl-1,4-phenylenediamine